N-{1-[(4-fluoro-3-hydroxyphenyl)methyl]azetidin-3-yl}imidazo[1,2-b]pyridazine-3-carboxamide FC1=C(C=C(C=C1)CN1CC(C1)NC(=O)C1=CN=C2N1N=CC=C2)O